2-methylsulfonyl-acetamidine CS(=O)(=O)CC(=N)N